1-(tert-butyl)-5-chloro-6-oxo-1,6-dihydropyridazin C(C)(C)(C)N1N=CC=C(C1=O)Cl